5-methyl-6,8-dioxo-5,6,7,8-tetrahydro-1,5-naphthyridine-2,7-dinitrile hydrochloride Cl.CN1C=2C=CC(=NC2C(C(C1=O)C#N)=O)C#N